5-isopropyl-9-methoxy-8-(3-methoxypropoxy)-2-oxo-1,2,5,6-tetrahydro-1,10-phenanthroline-3-carboxylic acid C(C)(C)C1C=2C=C(C(NC2C2=NC(=C(C=C2C1)OCCCOC)OC)=O)C(=O)O